5-aminophenyl-10,15,20-trisulfophenylporphyrin NC=1C=CC=C(C1)C=1C(=C2NC1C=C1C=CC(=N1)C(=C1C=CC(N1)=C(C=1C=CC(N1)=C2S(=O)(=O)O)S(=O)(=O)O)S(=O)(=O)O)C2=CC=CC=C2